(difluoromethoxy)isonicotinic acid ethyl ester C(C)OC(C1=C(C=NC=C1)OC(F)F)=O